B(C1=CC=CN1C(=O)OC(C)(C)C)(O)O N-Boc-pyrrole-2-boronic acid